2-(pyrrolidin-3-yl)propanoate N1CC(CC1)C(C(=O)[O-])C